N'-((8-fluoro-1,2,3,5,6,7-hexahydro-s-indacen-4-yl)carbamoyl)-2-(2-hydroxypropan-2-yl)-4-methylthiazole-5-sulfonimidamide FC=1C=2CCCC2C(=C2CCCC12)NC(=O)N=S(=O)(N)C1=C(N=C(S1)C(C)(C)O)C